N-(3,5-dimethoxyphenyl)-3-(3-(piperazin-1-yl)-phenyl)quinoxalin-6-amine COC=1C=C(C=C(C1)OC)NC=1C=C2N=C(C=NC2=CC1)C1=CC(=CC=C1)N1CCNCC1